BrC=1C(=NC=C(C1C)[N+](=O)[O-])OC=1C=CC(=C(C#N)C1)F 5-((3-bromo-4-methyl-5-nitropyridin-2-yl)oxy)-2-fluorobenzonitrile